3-nitrobenzenesulfinamide [N+](=O)([O-])C=1C=C(C=CC1)S(=O)N